di-t-butyl 2,2'-azobis(2-methylpropionate) N(=NC(C(=O)OC(C)(C)C)(C)C)C(C(=O)OC(C)(C)C)(C)C